C(C1=CC=CC=C1)N1[C@H](CN(CC1)C(=O)OC(C)(C)C)CF tert-butyl (R)-4-benzyl-3-(fluoromethyl)piperazine-1-carboxylate